Ethyl 2-(1-(6-methylpyridin-2-yl)-1H-pyrazol-3-yl)acetate CC1=CC=CC(=N1)N1N=C(C=C1)CC(=O)OCC